IC1CCN(CC1)C1CC(C1)OC1CCN(CC1)C(=O)OCC1=CC=CC=C1 benzyl 4-[3-(4-iodo-1-piperidyl)cyclobutoxy]piperidine-1-carboxylate